2,2-dibromo-3-nitrylPropionamide BrC(C(=O)N)(C[N+](=O)[O-])Br